2-methylsulfanyl-3-[6-methyl-4-(trifluoromethyl)pyridin-2-yl]-4,5-dihydro-3H-imidazole-4-carboxylic acid CSC1=NCC(N1C1=NC(=CC(=C1)C(F)(F)F)C)C(=O)O